FC=1C=C(C=CC1C1CCN(CC1)C(C)C)C1=CC(=C(S1)C(=O)N1C[C@H](CC1)NC(OC(C)(C)C)=O)C tert-butyl (S)-(1-(5-(3-fluoro-4-(1-isopropylpiperidin-4-yl)phenyl)-3-methylthiophene-2-carbonyl)pyrrolidin-3-yl)carbamate